BrC1=CC(=C(C(=O)NCC2CC2)C=C1)F 4-bromo-N-(cyclopropylmethyl)-2-fluorobenzamide